C12CC(CC(C1)C2)OC2=C(C=C(C=C2)NC(=O)C=2N=C(SC2CC)N2CC(C2)(C)OC)F N-(4-(bicyclo[3.1.1]heptan-3-yloxy)-3-fluorophenyl)-5-ethyl-2-(3-methoxy-3-methylazetidin-1-yl)thiazole-4-carboxamide